CC1=CC=C(C=C)C=C1 (Z)-4-methyl-styrene